3-(5-((7-((1-(4-((5-chloro-4-((2-(dimethylphosphono)phenyl)amino)pyrimidin-2-yl)amino)-3-methoxyphenyl)piperidin-4-yl)amino)heptyl)oxy)-1-oxoisoindolin-2-yl)piperidine-2,6-dione ClC=1C(=NC(=NC1)NC1=C(C=C(C=C1)N1CCC(CC1)NCCCCCCCOC=1C=C2CN(C(C2=CC1)=O)C1C(NC(CC1)=O)=O)OC)NC1=C(C=CC=C1)P(=O)(OC)OC